2-(6-(tetrahydro-2H-pyran-4-yloxy)nicotinamido)benzo[d]thiazole-6-carboxylic acid O1CCC(CC1)OC1=NC=C(C(=O)NC=2SC3=C(N2)C=CC(=C3)C(=O)O)C=C1